piperazine-N-ethanesulfonic acid sodium salt [Na+].N1(CCNCC1)CCS(=O)(=O)[O-]